P(=O)(O)(O)O.FC=1C=C(C=CC1C=1C=NC(=CC1)C=1N=NN(N1)C1CC1)N1C(O[C@@H](C1)C(C1CC1)O)=O (S)-3-(3-fluoro-4-(6-(2-cyclopropyl-2H-tetrazol-5-yl)pyridin-3-yl)phenyl)-5-(1-hydroxy-1-cyclopropylmethyl)oxazolidin-2-one phosphate